NC1=NC=2CCC(CC2C(=C1C#N)C1=CN(C(=C1)C#N)C)C(=O)OCC ethyl 2-amino-3-cyano-4-(5-cyano-1-methyl-1H-pyrrol-3-yl)-5,6,7,8-tetrahydroquinoline-6-carboxylate